C(CCCCCCCCCCCCCCC(C)C)(=O)NCCC[N+]1(CCOCC1)[O-] Isostearamidopropyl-Morpholine Oxide